N(=[N+]=[N-])CCOCCOCCOCCOCCOCCOCCOCCOCCOCCOCCOCCOCCC(NCC(SSCC(=O)OC)(C)C)=O Methyl 46-azido-5,5-dimethyl-8-oxo-11,14,17,20,23,26,29,32,35,38,41,44-dodecaoxa-3,4-dithia-7-azahexatetracontanoate